COC1=NC=C(C(=N1)OC)C=1N=CN(C1)CC(F)(F)F 2,4-dimethoxy-5-(1-(2,2,2-trifluoroethyl)-1H-imidazol-4-yl)pyrimidine